O1C=C(C=C1)S 3-furanthiol